C(C)(C)(C)OC(=O)N1C=CC2=CC=C(C=C12)S 6-mercapto-1H-indole-1-carboxylic acid tert-butyl ester